ClC=1C=C(C=CC1OC(C)C)C1=NC(=NO1)N1C=C(C2=CC(=CC=C12)C=O)F (5-(3-chloro-4-isopropoxyphenyl)-1,2,4-oxadiazol-3-yl)-3-fluoro-1H-indole-5-carbaldehyde